CC1([C@H](C1)C=O)C ((S)-2,2-dimethylcyclopropyl)methanone